CS(=O)(=O)N1CC(OCC1)C(=O)N 4-methylsulfonyl-morpholine-2-carboxamide